3-[2-(1-{[(tert-Butoxy)carbonyl]amino}-3,6,9,12-tetraoxapentadecan-15-amido)-3-(2-carboxyethoxy)-2-[(2-carboxyethoxy)methyl]propoxy]propanoic acid C(C)(C)(C)OC(=O)NCCOCCOCCOCCOCCC(=O)NC(COCCC(=O)O)(COCCC(=O)O)COCCC(=O)O